3,4,5-trihydroxycyclohex-1-ene-1-carboxic acid OC1C=C(CC(C1O)O)C(=O)O